2-(4-fluorophenyl)-4-(pyridin-4-yl)-1H-indole-7-carboxamide FC1=CC=C(C=C1)C=1NC2=C(C=CC(=C2C1)C1=CC=NC=C1)C(=O)N